OC(CNC=1SC(=NN1)SCCCS)CC(CCC[Si](OC)(OC)OC)=O 2-[2-hydroxy-4-oxo-7-(trimethoxysilyl)heptylamino]-5-(3-mercaptopropylthio)-1,3,4-thiadiazole